CC1=NN(C(=C1)C)C(=O)NCCC[Si](OC)(OC)OC 3,5-dimethyl-N-[3-(trimethoxysilyl)propyl]-1H-pyrazole-1-carboxamide